4-(4-bromo-3-fluorophenyl)-1H-1,2,4-triazol-5-one BrC1=C(C=C(C=C1)N1C=NNC1=O)F